NC=1C=C(C=C2C=C(N=CC12)NC(C[C@H]1NCCOC1)=O)C=1C=NC=CC1C |r| (+-)-N-[8-amino-6-(4-methyl-3-pyridinyl)-3-isoquinolinyl]-2-morpholin-3-yl-acetamide